ditertiary butyl-phosphorous, diethylamide C(C)N(P(O)(O)(C(C)(C)C)C(C)(C)C)CC